2-(6-bromo-5-fluoro-4-isopropyl-1-oxophthalazin-2(1H)-yl)acetic acid methyl ester COC(CN1C(C2=CC=C(C(=C2C(=N1)C(C)C)F)Br)=O)=O